C(C)(C)(C)OC(=O)N1CC(CC1)N1C=C(C2=C1N=CN=C2N)C=2OC1=C(C2)C=C(C=C1OC)C 3-(4-amino-5-(7-methoxy-5-methylbenzofuran-2-yl)-7H-pyrrolo[2,3-d]pyrimidin-7-yl)pyrrolidine-1-carboxylic acid tert-butyl ester